C(C)OC(=O)C=1N=C(OC1)Cl 2-chloro-1,3-oxazole-4-carboxylic acid ethyl ester